FC(C1=CC=C(CSC=2OC3=C(N2)C=CC=C3)C=C1)(F)F 2-((4-(trifluoromethyl)benzyl)thio)benzo[d]oxazole